potassium Sulphate salt S(=O)(=O)([O-])[O-].[K+].[K+]